C(C)(C)(C)OC(=O)N1[C@@H](C[C@@H](C1)NC1=NC(=CC=C1)C=1C2=C(N(N=C2C=CC1)C)CCCNC)C(=O)O (2S,4S)-1-tert-butoxycarbonyl-4-[[6-[2-methyl-3-[3-(methylamino)propyl]indazol-4-yl]-2-pyridyl]amino]pyrrolidine-2-carboxylic acid